(S)-1-(4-methylbenzyl)-2-oxopyrrolidin-3-ylmethanesulfonate CC1=CC=C(CN2C([C@H](CC2)CS(=O)(=O)[O-])=O)C=C1